2-methoxy-5-((1-methyl-1H-pyrazolo[3,4-b]pyridin-5-yl)methoxy)isonicotinaldehyde COC=1C=C(C=O)C(=CN1)OCC=1C=C2C(=NC1)N(N=C2)C